2-(N-(2-chloroacetyl)-4-oxazol-5-yl-anilino)-N-(3,3-difluorocyclopentyl)-2-pyrimidin-5-yl-acetamide ClCC(=O)N(C1=CC=C(C=C1)C1=CN=CO1)C(C(=O)NC1CC(CC1)(F)F)C=1C=NC=NC1